FN1C(CCC1)=O fluoropyrrolidone